COC(CNCC1=NC(=C(C=C1O)C#CC1=CC=CC=C1)C)=O (5-(phenylethynyl)-3-hydroxy-6-methylpicolyl)glycine methyl ester